(3S,4R,5R,6S)-1-(6-{[4-(4-fluorophenyl)-1,3-thiazol-2-yl]methoxy}hexyl)-3,4,5,6-azepanetetrol FC1=CC=C(C=C1)C=1N=C(SC1)COCCCCCCN1C[C@@H]([C@H]([C@@H]([C@H](C1)O)O)O)O